(1R)-1-(pyridin-3-yl)ethan-1-amine-hydrochloride salt Cl.N1=CC(=CC=C1)[C@@H](C)N